2-[6-[(2-oxopyrrolidin-1-yl)methyl]-3-pyridinyl]-6-(trifluoromethyl)pyridine-3-carbonitrile O=C1N(CCC1)CC1=CC=C(C=N1)C1=NC(=CC=C1C#N)C(F)(F)F